(3-ACETOXY-2,2-DIMETHYL-PROPYL) ACETATE C(C)(=O)OCC(COC(C)=O)(C)C